1-methoxy-2-nitro-3-vinylbenzene COC1=C(C(=CC=C1)C=C)[N+](=O)[O-]